CC1=CN=C(S1)NC1=NC(=CC(=C1)CC=1C=NC=CC1)NC1CNCCC1 N2-(5-methylthiazol-2-yl)-N6-(piperidin-3-yl)-4-(pyridin-3-ylmethyl)pyridin-2,6-diamine